3-(3-((4-fluoro-1,3-dihydrobenzo[c]thiophen-5-yl)amino)-1H-pyrazol-5-yl)cyclopentyl isopropylcarbamate C(C)(C)NC(OC1CC(CC1)C1=CC(=NN1)NC1=C(C2=C(CSC2)C=C1)F)=O